CC1=CC=C(C=C1)S(=O)(=O)O.CC1=CC=C(C=C1)S(=O)(=O)O.N=1N(C=C2C1CNC2)C2=CC=CC(=N2)OCC2=C(C=C(C#N)C=C2)F 4-(((6-(5,6-dihydropyrrolo[3,4-c]pyrazol-2(4H)-yl)pyridin-2-yl)oxy)methyl)-3-fluorobenzonitrile bis(4-methyl benzenesulfonate)